1,2-bis(3,5-di(tert-butyl)-4-hydroxyhydrocinnamoyl)hydrazine C(C)(C)(C)C=1C=C(CCC(=O)NNC(CCC2=CC(=C(C(=C2)C(C)(C)C)O)C(C)(C)C)=O)C=C(C1O)C(C)(C)C